2-(1-((2-methyl-6-(1-methyl-5-(((methyl(propyl)carbamoyl)oxy)methyl)-1H-1,2,3-triazol-4-yl)pyridin-3-yl)ethynyl)cyclopropyl)acetic acid CC1=NC(=CC=C1C#CC1(CC1)CC(=O)O)C=1N=NN(C1COC(N(CCC)C)=O)C